C(C1=CC=CC=C1)NC(=O)C1=CC=2C(=NC=CC2C=2C=NC=C(C2)C2=CC=C(C=C2)C2=NN=CN2CC(C)C)N1 N-benzyl-4-(5-(4-(4-isobutyl-4H-1,2,4-triazol-3-yl)phenyl)pyridin-3-yl)-1H-pyrrolo[2,3-b]pyridine-2-carboxamide